C(C)(C)(C)OC(=O)N1CCC2(CC1)CCN(CC2)C2=CC=C1C(=NN(C1=C2)C)C=2C(=NC(=CC2)OCC2=CC=CC=C2)OCC2=CC=CC=C2.COS(=O)(=O)O.CN2CC=C(C=C2)C=CC2=CC=C(C=C2)C=O N-methyl-4-(p-formylstyryl)pyridine methyl-sulfate tert-butyl-9-(3-(2,6-bis(benzyloxy)pyridin-3-yl)-1-methyl-1H-indazol-6-yl)-3,9-diazaspiro[5.5]undecane-3-carboxylate